NC=1C=2N(C=CN1)C(=NC2C)[C@@H](C)C=2C(=C(C(=O)N[C@@H]1CC[C@H](CC1)O)C(=C(C2)Cl)F)OC(C)C 3-((S)-1-(8-amino-1-methylimidazo[1,5-a]pyrazin-3-yl)ethyl)-5-chloro-6-fluoro-N-((trans)-4-hydroxycyclohexyl)-2-isopropoxybenzamide